6-((1H-Indol-1-yl)methyl)-3-(3,5-dimethoxybenzyl)-8-(4-fluoro-2-methylphenyl)quinazolin-4(3H)-one N1(C=CC2=CC=CC=C12)CC=1C=C2C(N(C=NC2=C(C1)C1=C(C=C(C=C1)F)C)CC1=CC(=CC(=C1)OC)OC)=O